tert-butyl 4-(2,2-difluoro-2-phenoxyacetamido)piperidine-1-carboxylate FC(C(=O)NC1CCN(CC1)C(=O)OC(C)(C)C)(OC1=CC=CC=C1)F